2-(4-((3-(4-Isopropylphenyl)-2,5-dioxoimidazolin-1-yl)methyl)-2,6-dimethylphenoxy)-2-methylpropionic acid C(C)(C)C1=CC=C(C=C1)N1C(N(C(C1)=O)CC1=CC(=C(OC(C(=O)O)(C)C)C(=C1)C)C)=O